(S)-N-(1-((2R,3R,4S,5R)-3,4-dihydroxy-5-(hydroxymethyl)tetrahydrofuran-2-yl)-2-oxo-1,2-dihydropyrimidin-4-yl)-1-glycylpyrrolidine-2-carboxamide O[C@H]1[C@@H](O[C@@H]([C@H]1O)CO)N1C(N=C(C=C1)NC(=O)[C@H]1N(CCC1)C(CN)=O)=O